1-((1-((6-((5-fluoro-4-(4-fluoro-1-isopropyl-2-Methyl-1H-benzo[d]imidazol-6-yl)pyrimidin-2-yl)amino)pyridin-3-yl)methyl)piperidin-4-yl)methyl)piperidine FC=1C(=NC(=NC1)NC1=CC=C(C=N1)CN1CCC(CC1)CN1CCCCC1)C=1C=C(C2=C(N(C(=N2)C)C(C)C)C1)F